[Ir+3].FC1=C(C=CC(=C1)F)C1=NC=CC=C1.FC1=C(C=CC(=C1)F)C1=NC=CC=C1.FC1=C(C=CC(=C1)F)C1=NC=CC=C1 Tris[2-(2,4-difluoro-phenyl)pyridine] iridium(III)